tert-butyl 4-[2-[4-(4-fluorophenyl)-2-methyl-imidazol-1-yl]acetyl]piperazine-1-carboxylate FC1=CC=C(C=C1)C=1N=C(N(C1)CC(=O)N1CCN(CC1)C(=O)OC(C)(C)C)C